(3R,5R)-5-[[1-(4-Cyclopropyl-2-fluoro-6-hydroxy-phenyl)pyrrolo[1,2-d][1,2,4]triazin-4-yl]amino]-1-methyl-piperidin-3-ol formic acid salt C(=O)O.C1(CC1)C1=CC(=C(C(=C1)O)C=1C=2N(C(=NN1)N[C@@H]1C[C@H](CN(C1)C)O)C=CC2)F